Bis{4-[4-cyanato-3-(2-propenyl) phenoxy]phenyl} sulfon O(C#N)C1=C(C=C(OC2=CC=C(C=C2)S(=O)(=O)C2=CC=C(C=C2)OC2=CC(=C(C=C2)OC#N)CC=C)C=C1)CC=C